1-(4-cyanobenzyl)-3-benzylimidazole chloride [Cl-].C(#N)C1=CC=C(CN2CN(C=C2)CC2=CC=CC=C2)C=C1